O[C@H]1C(C[C@H](O[C@@H]1\C=C\I)CC(=O)OC)=O Methyl {(2S,5R,6R)-5-hydroxy-6-[(E)-2-iodovinyl]-4-oxotetrahydro-2H-pyran-2-yl}acetate